COC1=CC(=CNC1=O)C#CC=1C=C(C(=O)NC2=CC(=C(C=C2)CN2CCN(CC2)C)C(F)(F)F)C=CC1C 3-((5-Methoxy-6-oxo-1,6-dihydropyridin-3-yl)ethynyl)-4-methyl-N-(4-((4-methylpiperazin-1-yl)methyl)-3-(trifluoromethyl)phenyl)benzamide